NC1=NC=NN2C1=CC=C2[C@@]2(O[C@]([C@@H]1[C@H]2OC(O1)OC)(F)COP(=O)(OC1=CC=CC=C1)N[C@@H](C)C(=O)OCC(CC)CC)C#N 2-Ethylbutyl ((((3aS,4S,6R,6aR)-6-(4-aminopyrrolo[2,1-f][1,2,4]triazin-7-yl)-6-cyano-4-fluoro-2-methoxytetrahydrofuro[3,4-d][1,3]dioxol-4-yl)methoxy)(phenoxy)phosphoryl)-L-alaninate